FC=1C=CC(=C(CCN)C1)OC 5-fluoro-2-methoxyphenethylamine